C(#N)C1=CC(=C(C=C1)C=C(C(=O)[O-])C(C)=O)OC [(4-cyano-2-methoxyphenyl)methylene]-3-oxobutyrate